OC=1C=C(C=NC1)C=1C=NNC1 4-(5-hydroxypyridin-3-yl)pyrazol